tert-butyl 4-(5-fluoro-3-methyl-2-oxo-1H-benzimidazol-4-yl)piperazine-1-carboxylate FC1=C(C2=C(NC(N2C)=O)C=C1)N1CCN(CC1)C(=O)OC(C)(C)C